6-chloro-3-methoxy-2-((R)-1-((1s,4s)-4-(2-methylpyridin-4-yl)cyclohexyl)ethyl)-2H-indazole ClC=1C=CC2=C(N(N=C2C1)[C@H](C)C1CCC(CC1)C1=CC(=NC=C1)C)OC